(S,E)-14-(3-hydroxy-1-propen-1-yl)-7-ethyl-7-hydroxy-10,13-dihydro-11H-[1,3]dioxolo[4,5-g]pyrano[3',4':6,7]indolizino[1,2-b]quinoline-8,11(7H)-dione OC/C=C/C1=C2C(=NC=3C=C4C(=CC13)OCO4)C4=CC1=C(C(N4C2)=O)COC([C@]1(O)CC)=O